cyclopentyl[6-{[2-(4-isopropylphenyl)imidazo[1,2-a]pyrimidin-3-yl]methyl}-2,6-diazabicyclo[3.2.2]non-2-yl]methanone C1(CCCC1)C(=O)N1C2CN(C(CC1)CC2)CC2=C(N=C1N2C=CC=N1)C1=CC=C(C=C1)C(C)C